ClC1=C(C=C(C=C1)CCCNC=1C2=C(N=C(N1)C1=COC=C1)SC(=C2)C)F N-(3-(4-chloro-3-fluorophenyl)propyl)-2-(furan-3-yl)-6-methylthieno[2,3-d]pyrimidin-4-amine